C(C1=CC=CC=C1)OC=1C=C(C=CC1F)N1N=CC2=CC(=CC=C12)NC1=CC(=C(C=C1)OC)Cl 1-(3-(benzyloxy)-4-fluorophenyl)-N-(3-chloro-4-methoxyphenyl)-1H-indazol-5-amine